3-imidazolium hexafluorophosphate F[P-](F)(F)(F)(F)F.N1C=[NH+]C=C1